[1-(6-fluoropyridin-3-yl)azetidin-3-yl]acetic acid FC1=CC=C(C=N1)N1CC(C1)CC(=O)O